2-(3-methylpyridin-4-yl)propan-2-ol CC=1C=NC=CC1C(C)(C)O